Cl.NCC1=CC=C(C=C1)N1C(=NC2=C1C=CC=C2)C=2C(=NC=CC2)N 3-[1-[4-(aminomethyl)phenyl]benzimidazol-2-yl]pyridin-2-amine hydrochloride